4-(2,2-Dimethylethoxy)-3,3-dimethyl-2H,3H,5H-benzo[g]indole-2,5-dione CC(COC1=C2C(C(N=C2C2=C(C1=O)C=CC=C2)=O)(C)C)C